CN1[C@H](CCC1)C1=CC=2C=NC(=CC2N1)NC(=O)C1=NC=C(C=C1)C=1C=NNC1 N-{2-[(2R)-1-methylpyrrolidin-2-yl]-1H-pyrrolo[3,2-c]pyridin-6-yl}-5-(1H-pyrazol-4-yl)pyridine-2-carboxamide